O[C@H]1[C@H](O)[C@@H](O)[C@H](O)[C@H](O1)C(=O)O β-D-glucopyranuronic acid